ethyl (S)-3-amino-3-(4-fluoro-2',6-dimethyl-5-(trifluoromethyl)-[1,1'-biphenyl]-3-yl)propanoate N[C@@H](CC(=O)OCC)C=1C=C(C(=C(C1F)C(F)(F)F)C)C1=C(C=CC=C1)C